[O-]C(=O)C(O)C(O)C(=O)O (2R,3R)-(+)-bitartrate